C(CCC)O[Al] monobutyloxyaluminum